FC(OC1=C(C(=O)NCC2=NN3C(=NC=4C=CC=CC4C3=C2)SCC2CCN(CC2)C(=O)OC(C)(C)C)C=CC=C1)(F)F tert-butyl 4-(((2-((2-(trifluoromethoxy)benzamido)methyl)pyrazolo[1,5-c]quinazolin-5-yl)thio)methyl)piperidine-1-carboxylate